FC=1C=C(C#N)C=C(C1)[C@@H]1CC=NN1C(=O)N1CCN(CC1)C1=NC=C(C(=N1)C(=O)N1CC(C1)OC)F (S)-3-fluoro-5-(1-(4-(5-fluoro-4-(3-methoxyazetidine-1-carbonyl)pyrimidin-2-yl)piperazine-1-carbonyl)-4,5-dihydro-1H-pyrazol-5-yl)benzonitrile